C(C)N1C=NC(C2=CC(=CC=C12)[N+](=O)[O-])=O 1-ethyl-6-nitro-4(1H)-quinazolinone